ClC1=C(C=NC(=C1)Cl)NC(=O)C1=CN=C(N1)C N-(4,6-dichloropyridin-3-yl)-2-methyl-1H-imidazole-5-carboxamide